CC(=CCC/C(=C/C=O)/C)C trans-citral